C(C1=CC=CC=C1)(C1=CC=CC=C1)N1CC(C1)(C)N1CC(C(C1)OC)F 1-(1-benzhydryl-3-methylazetidin-3-yl)-3-fluoro-4-methoxypyrrolidine